NC(=S)NC(=S)N dithio-biuret